[Na+].C(C=C)OCCC(S(=O)(=O)[O-])O 3-allyloxy-1-hydroxy-1-propanesulfonate sodium salt